7-(3-(imidazo[1,2-a]pyridin-3-ylamino)propoxy)-3,4-dihydroquinolin-2(1H)-one N=1C=C(N2C1C=CC=C2)NCCCOC2=CC=C1CCC(NC1=C2)=O